NC1=NC=C(C2=C1COC2)NC(C(=O)N2C(CCC(C2)C)C2=CC1=C3N(N=C1C=C2)CCN(C3=O)C)=O N-(4-amino-1,3-dihydrofuro[3,4-c]pyridin-7-yl)-2-(5-methyl-2-(2-methyl-1-oxo-1,2,3,4-tetrahydropyrazino[1,2-b]indazol-9-yl)piperidin-1-yl)-2-oxoacetamide